(R)-N-(2-methoxy-4-(4-(4-methylpiperazin-1-yl)piperidin-1-yl)phenyl)-6-(3-(thiophene-2-yl)isoxazolidin-2-yl)pyrimidin-4-amine COC1=C(C=CC(=C1)N1CCC(CC1)N1CCN(CC1)C)NC1=NC=NC(=C1)N1OCC[C@@H]1C=1SC=CC1